1,2-dioleylcarbonyloxy-3-dimethylaminopropane C(CCCCCCC\C=C/CCCCCCCC)C(=O)OCC(CN(C)C)OC(=O)CCCCCCCC\C=C/CCCCCCCC